4-chloro-6-methyl-3-nitro-pyridin-2-amine ClC1=C(C(=NC(=C1)C)N)[N+](=O)[O-]